COC1=CC=C(C=C1)C(=C(CC)C1=CC=CC=C1)C1=CC=C(C=C1)O 4-(1-(4-methoxy-phenyl)-2-phenylbut-1-en-1-yl)phenol